N-(3-(6-(2-aminopyrimidin-5-yl)pyridin-3-yl)-2,4-difluorophenyl)-5-chloro-2-methoxypyridin-3-sulfonamide NC1=NC=C(C=N1)C1=CC=C(C=N1)C=1C(=C(C=CC1F)NS(=O)(=O)C=1C(=NC=C(C1)Cl)OC)F